NC1=CC=C(C=N1)N1CCC(CC1)C(C)O 1-(1-(6-aminopyridin-3-yl)piperidin-4-yl)ethan-1-ol